ClC1=CC2=C(C=N1)N(CN2C(C)C)C2=CC(=CC=C2)OC(F)F 6-chloro-3-(3-(difluoromethoxy)phenyl)-1-isopropyl-1H-imidazo[4,5-c]Pyridine